C1(=CC=CC=C1)C(C=1OC2=C(C1)C=CC=C2)C2=C(C=CC=C2)C 2-((phenyl)(o-tolyl)methyl)benzofuran